C12CN(CC2C1)C1=CC(=CC(=N1)NC1=NC=C(N=C1)C(F)F)C1CCN(CC1)CC1CC1 N-(6-(3-Azabicyclo[3.1.0]hexan-3-yl)-4-(1-(cyclopropylmethyl)piperidin-4-yl)pyridin-2-yl)-5-(difluoromethyl)pyrazin-2-amine